ClC=1C(=CC(=NC1)C1[C@H]2[C@H]1CC1=CN(NC21)C(=O)O)C(F)(F)F (1aR,5aR)-1-(5-chloro-4-(trifluoromethyl)pyridin-2-yl)-1a,2,5,5a-tetrahydro-1H-2,3-diaza-cyclopropa[a]pentalene-3-carboxylic acid